4-amino-2-[(4-methoxyphenyl)methyl]-3-(2-methylphenyl)-1H,2H,3H-pyrrolo[3,4-c]pyridin-1-one NC1=NC=CC2=C1C(N(C2=O)CC2=CC=C(C=C2)OC)C2=C(C=CC=C2)C